S1C=CC2=C1NC(=C2)C(=O)N 6H-THIENO[2,3-B]PYRROLE-5-CARBOXAMIDE